C(C(C)C)C(C(=O)N)=CC=CCCCCCCC=CCCCCC isobutyl-2,4,12-octadecatrienoic amide